4-(methoxymethoxy)-1-(methoxymethyl)-3-(trifluoromethyl)-4,5,6,7-tetrahydro-1H-indazole COCOC1C=2C(=NN(C2CCC1)COC)C(F)(F)F